4-VINYL-PHENYLISOCYANIDE C(=C)C1=CC=C(C=C1)[N+]#[C-]